tert-butyl 5-{2-[1-(4-chloro-3-methylphenyl) pyrazol-4-yl] propanamido}-3-cyclopropylpyrazole-1-carboxylate ClC1=C(C=C(C=C1)N1N=CC(=C1)C(C(=O)NC1=CC(=NN1C(=O)OC(C)(C)C)C1CC1)C)C